2-((2-(4-(2-((6-(5-(((cyclohexyloxy)carbonyl)amino)-6-methylpyridin-3-yl)benzo[d]thiazol-2-yl)amino)-2-oxoethyl)piperazin-1-yl)pyrimidin-5-yl)oxy)acetic acid C1(CCCCC1)OC(=O)NC=1C=C(C=NC1C)C1=CC2=C(N=C(S2)NC(CN2CCN(CC2)C2=NC=C(C=N2)OCC(=O)O)=O)C=C1